N(=[N+]=[N-])CCCCCCCN=[N+]=[N-] 1,7-diazidoheptane